CC1=NN(C(=C1C1=NC(=NC=C1F)N1CCN(CC1)C(=O)N1N=CC[C@H]1C=1C=C(C#N)C=C(C1)F)C)C[C@@H]1OC1 3-((S)-1-(4-(4-(3,5-dimethyl-1-(((S)-oxiran-2-yl)methyl)-1H-pyrazol-4-yl)-5-fluoropyrimidin-2-yl)piperazine-1-carbonyl)-4,5-dihydro-1H-pyrazol-5-yl)-5-fluorobenzonitrile